3-(4-iodophenoxy)-1-azabicyclo[2.2.2]octane IC1=CC=C(OC2CN3CCC2CC3)C=C1